5-methyl-8,14-dioxa-10,19,20-triazatetracyclo[13.5.2.12,6.018,21]tricosa-1(20),2,4,6(23),15,17,21-heptaen-9-one CC1=CC=C2C3=NNC4=CC=C(OCCCNC(OCC1=C2)=O)C=C34